C[C@@H](C(=O)[O-])NC(CCC(NCCNCCNC(CCC(N[C@H](CC)C)=O)=O)=O)=O (2S,20S)-2,20-dimethyl-4,7,15,18-tetraoxo-3,8,11,14,19-pentaaza-behenate